cyclopropyl{[(4,5-dibromo-3-methyl-2-thienyl)carbonyl]amino}acetic acid C1(CC1)C(C(=O)O)NC(=O)C=1SC(=C(C1C)Br)Br